vanadium(V) chloride [Cl-].[V+5].[Cl-].[Cl-].[Cl-].[Cl-]